2-((S)-5-Chloro-6-fluoro-2-((((1r,4S)-4-hydroxycyclohexyl)amino)methyl)-2-phenyl-2,3-dihydrobenzofuran-4-yl)-4-(difluoromethoxy)-3-fluorobenzamide ClC=1C(=CC2=C(C[C@](O2)(C2=CC=CC=C2)CNC2CCC(CC2)O)C1C1=C(C(=O)N)C=CC(=C1F)OC(F)F)F